(2R)-1-[(1R)-1-[bis(1,1-dimethylethyl)phosphino]ethyl]-2-(diphenylphosphino)ferrocene CC(C)(C)P([C@H](C)[C-]1C(=CC=C1)P(C1=CC=CC=C1)C1=CC=CC=C1)C(C)(C)C.[CH-]1C=CC=C1.[Fe+2]